C(C\C=C/CCCCCC)ON(C(CCCCN(C)C)=O)C(CCCCCCC(=O)OCCC(CCCCC)CCCCC)CCCCCCCCCC 3-Pentyloctyl (Z)-8-(N-(dec-3-en-1-yloxy)-5-(dimethylamino)pentanamido)octadecanoate